CC=1N(C=CN1)C1=CC=C(N)C=C1 4-(2-methylimidazol-1-yl)aniline